ClC1=C2C(N(CC2=CC=C1NC(C)=O)C1C(NC(CC1)=O)=O)=O N-(4-chloro-2-(2,6-dioxopiperidin-3-yl)-3-oxoisoindolin-5-yl)acetamide